OCCOCCN 2-(2-hydroxyethoxy)eth-1-ylamine